C(C)OC(CC1=C(C=CC=C1)OCC1=NN(C2=CC=C(C=C12)C1=C(C(=NC=C1)C#N)OC)C(C)C)=O.[N+](=O)([O-])C1=CC=C(OCCCN2CCCCCC2)C=C1 1-(3-(4-nitrophenoxy)propyl)azepane ethyl-2-(2-((5-(2-cyano-3-methoxypyridin-4-yl)-1-isopropyl-1H-indazol-3-yl)methoxy)phenyl)acetate